ClC1=C(C(=NC(=C1)Cl)C(F)F)C=C 4,6-Dichloro-2-(difluoromethyl)-3-vinylpyridine